CC=1N=CN(C1)C1=CC(=NC=N1)N1CCC2(C(N3[C@H](O2)CC[C@H]3C3=CC=CC=C3)=O)CC1 (5'S,7a'R)-1-[6-(4-methyl-1H-imidazol-1-yl)pyrimidin-4-yl]-5'-phenyltetrahydro-3'H-spiro[piperidine-4,2'-pyrrolo[2,1-b][1,3]oxazol]-3'-one